C(C)C(COC(CCCCCCCCCCCCCCCCC)=O)CCCC octadecanoic acid (2'-ethylhexyl) ester